Tris-isopropyl-1,1'-biphenyl C(C)(C)C1=C(C(=C(C=C1)C1=CC=CC=C1)C(C)C)C(C)C